O=C1C(=CN=C(N1)C1=CC=CC=C1)C1=CC=CC=C1 6-oxo-2,5-diphenylpyrimidin